ClC1=CC=C(C=C1)S(=O)(=O)N1CC(N(CC1)CC(=O)N[C@H](C(=O)N(C)C1=CC=C(C=C1)OC)CC1=CC=CC=C1)=O (S)-2-(2-(4-((4-chlorophenyl)sulfonyl)-2-oxopiperazin-1-yl)acetamido)-N-(4-methoxyphenyl)-N-methyl-3-phenylpropionamide